tricosyltrimethylammonium bromide [Br-].C(CCCCCCCCCCCCCCCCCCCCCC)[N+](C)(C)C